1-(cyclopropylmethyl)-5-(4-fluorophenyl)-4-oxo-1,4-dihydropyridine-3-carboxamide C1(CC1)CN1C=C(C(C(=C1)C1=CC=C(C=C1)F)=O)C(=O)N